7-bromo-3-[(Z)-4-(tert-butoxycarbonylamino)-2-fluoro-but-2-enyl]benzimidazole-5-carboxylic acid BrC1=CC(=CC2=C1N=CN2C/C(=C/CNC(=O)OC(C)(C)C)/F)C(=O)O